Cl.C(C)(C)OC1=C(C=C(C=C1)C1=NC(=NO1)C1=CC=C(C2=CC=CC=C12)CN1CC(C1)C(=O)O)OC ((4-(5-(4-isopropoxy-3-methoxyphenyl)-1,2,4-oxadiazol-3-yl)naphthalen-1-yl)methyl)azetidine-3-carboxylic acid hydrochloride